C(#N)C1=CC(=C(C(=C1)C(C)C)CC(=O)NS(=O)(=N)C1=CC=C(C=C1)CN(C)C)C(C)C 2-(4-cyano-2,6-diisopropylphenyl)-N-(4-((dimethylamino)methyl)phenyl-sulfonimidoyl)acetamide